C[C@H]1N(CCOC1)C1=CC(=C2C(=N1)C(=NS2)C2=CC=NN2)C2=CC=NN2C (3R)-3-methyl-4-[7-(1-methyl-1H-pyrazol-5-yl)-3-(1H-pyrazol-5-yl)-[1,2]thiazolo[4,5-b]pyridin-5-yl]morpholine